ClC1=C(C(=O)N(C)C)C=CC(=C1)N1CCC(CC1)N1CC2(C1)CCN(CC2)C(C(C(C)C)(C(F)(F)F)O)=O 2-chloro-4-(4-(7-(2-hydroxy-3-methyl-2-(trifluoromethyl)butanoyl)-2,7-diazaspiro[3.5]nonan-2-yl)piperidin-1-yl)-N,N-dimethylbenzamide